3,4-dihydro-1H-benzopyrano[4,3-d]pyrimidin-5(2H)-one N1CNCC2=C1C1=C(OC2=O)C=CC=C1